3-chloro-2-[2-methylthieno[3,2-b]pyridin-7-yl]-5H,6H,7H-pyrazolo[1,5-a]pyrazin-4-one ClC=1C(=NN2C1C(NCC2)=O)C2=C1C(=NC=C2)C=C(S1)C